C(CN1C(=NC2=C1C=CC(=C2OC)C(N)=O)C2=C(C(=O)O)C=CC=C2)N2C(=NC1=C2C=CC(=C1OC)C(N)=O)C1=C(C(=O)O)C=CC=C1 2'-(ethane-1,2-diylbis(5-carbamoyl-4-methoxy-1H-benzo[d]imidazole-1,2-diyl))dibenzoic acid